sodium nitrothreonine [N+](=O)([O-])N[C@@H]([C@H](O)C)C(=O)O.[Na]